CC1(COC1)N 3-methyl-oxetan-3-amine